1-(3-(1H-pyrrolo[2,3-b]pyridin-5-yl)phenethyl)-3-(3-chlorophenyl)urea N1C=CC=2C1=NC=C(C2)C=2C=C(CCNC(=O)NC1=CC(=CC=C1)Cl)C=CC2